ClC1=CC=C(C2=C1N=CO2)C2=NN=C(C1=CC=CC=C21)Cl 4-chloro-7-(4-chlorophthalazin-1-yl)-1,3-benzoxazole